N-(4-(4-amino-7-methyl-5-(4-((3-methyl-1H-pyrazol-1-yl)methyl)phenyl)-7H-pyrrolo[2,3-d]pyrimidin-6-yl)phenyl)methacrylamide NC=1C2=C(N=CN1)N(C(=C2C2=CC=C(C=C2)CN2N=C(C=C2)C)C2=CC=C(C=C2)NC(C(=C)C)=O)C